1-phenyl-3-(4-methoxystyryl)-5-(4-methoxyphenyl)-dihydropyrazole C1(=CC=CC=C1)N1NC(C=C1C1=CC=C(C=C1)OC)C=CC1=CC=C(C=C1)OC